(2S,3R,4S,5R)-2-(4-amino-5-iodopyrrolo[2,1-f][1,2,4]triazin-7-yl)-5-(((4-chloro-2-ethylquinolin-7-yl)oxy)methyl)tetrahydrofuran-3,4-diol NC1=NC=NN2C1=C(C=C2[C@@H]2O[C@@H]([C@H]([C@H]2O)O)COC2=CC=C1C(=CC(=NC1=C2)CC)Cl)I